(E)-2-hydroxymethyl-1-(3-chloro-4-(2-(2-methylbiphenyl-3-yl)vinyl)benzyl)piperidin-3-ol OCC1N(CCCC1O)CC1=CC(=C(C=C1)\C=C\C=1C(=C(C=CC1)C1=CC=CC=C1)C)Cl